Nα-benzoyl-DL-arginine 4-nitroanilide hydrochloride Cl.[N+](=O)([O-])C1=CC=C(NC([C@@H](NC(C2=CC=CC=C2)=O)CCCNC(N)=N)=O)C=C1 |r|